(1S,2S)-N-(6-(((8-(benzyloxy)-6-cyclopropylimidazo[1,2-a]pyridin-2-yl)methyl)amino)pyrimidin-4-yl)-2-(3-chlorophenyl)cyclopropane-1-carboxamide C(C1=CC=CC=C1)OC=1C=2N(C=C(C1)C1CC1)C=C(N2)CNC2=CC(=NC=N2)NC(=O)[C@@H]2[C@H](C2)C2=CC(=CC=C2)Cl